N-(cyclopropylmethyl)-2-((3-(2,6-dioxopiperidin-3-yl)-1-methyl-1H-indazol-6-yl)oxy)acetamide C1(CC1)CNC(COC1=CC=C2C(=NN(C2=C1)C)C1C(NC(CC1)=O)=O)=O